N-(5-((6-((R)-3-(3,5-difluorophenyl)isoxazolidine-2-yl)pyrimidine-4-yl)amino)-2-((S)-3-((dimethylamino)meth-yl)pyrrolidine-1-yl)-4-methoxyphenyl)acrylamide FC=1C=C(C=C(C1)F)[C@@H]1N(OCC1)C1=CC(=NC=N1)NC=1C(=CC(=C(C1)NC(C=C)=O)N1C[C@@H](CC1)CN(C)C)OC